4-fluoroquinuclidin-3-yl (1S)-1-(4-fluorophenyl)-3,4-dihydroisoquinoline-2(1H)-carboxylate FC1=CC=C(C=C1)[C@@H]1N(CCC2=CC=CC=C12)C(=O)OC1CN2CCC1(CC2)F